C(C)(C)(C)OC(N(CC=1OC=CC1)C=1C2=C(N=C(N1)Cl)C(=C(S2)[C@@H]2[C@H](CCCC2)[N+](=O)[O-])Br)=O (7-bromo-2-chloro-6-((1S,2S)-2-nitrocyclohexyl)thieno[3,2-d]pyrimidin-4-yl)(furan-2-ylmethyl)carbamic acid tert-butyl ester